2-methyl-2,3,4,5-tetrahydro-1H-pyrido[4,3-b]indole CN1CC2=C(NC=3C=CC=CC23)CC1